ClC=1C(=C2C(=NC1C)NC(=C2)C(=O)N[C@@H]2[C@H]([C@H]1C(CC2C1)(C)C)C)F 5-chloro-4-fluoro-6-methyl-N-[(1S,2S,3S,5R)-2,6,6-trimethylnorborn-3-yl]-1H-pyrrolo[2,3-b]pyridine-2-carboxamide